benzyl-2-(2-(dimethylamino)ethoxy)benzene-1,3-diamine C(C1=CC=CC=C1)C1=C(C(=C(C=C1)N)OCCN(C)C)N